1-((3R,5S,8R,9R,10S,13S,14S,17S)-3-hydroxy-3-(methoxymethyl)-13-methylhexadecahydro-1H-cyclopenta[a]phenanthren-17-yl)-2-(5-methyl-2H-tetrazol-2-yl)ethan-1-one O[C@@]1(CC[C@@H]2[C@H]3CC[C@@]4([C@H](CC[C@H]4[C@@H]3CC[C@H]2C1)C(CN1N=C(N=N1)C)=O)C)COC